6-bromo-3-chloro-2-(2-chloro-5-fluorobenzyl)aniline BrC1=CC=C(C(=C1N)CC1=C(C=CC(=C1)F)Cl)Cl